2,2-dimethyl-4-oxo-butanoic acid CC(C(=O)O)(CC=O)C